COC(=O)C1=CC2=C(N=C(S2)N)C(=C1)C(F)(F)F 2-amino-4-(trifluoromethyl)-1,3-benzothiazole-6-carboxylic acid methyl ester